tert-butyl (1S,2S,4R)-2-(((benzyloxy) carbonyl) amino)-7-azabicyclo[2.2.1]heptane-7-carboxylate C(C1=CC=CC=C1)OC(=O)N[C@@H]1[C@@H]2CC[C@H](C1)N2C(=O)OC(C)(C)C